(1r,2'S,4S)-4-(3-chloroanilino)-2'-[(2R)-3-{[(5S)-5-ethyl-6,7-dihydro-5H-cyclopenta[b]pyridin-4-yl]oxy}-2-methylpropyl]-2',3'-dihydrospiro[cyclohexane-1,1'-indene]-4-carboxylic acid ClC=1C=C(NC2(CCC3([C@H](CC4=CC=CC=C34)C[C@H](COC3=C4C(=NC=C3)CC[C@@H]4CC)C)CC2)C(=O)O)C=CC1